N1-(5-chloro-2-hydroxyphenyl)-2-(morpholinomethyl)benzamide ClC=1C=CC(=C(C1)NC(C1=C(C=CC=C1)CN1CCOCC1)=O)O